C(CC)S(=O)(=O)N anti-propyl-sulfonamide